C(C)C=1N=C2N(C=C(C=C2)N2CCN(CC2)CC(=O)O)C1N(C)C=1SC=C(N1)C1=CC=C(C=C1)F 2-(4-(2-ethyl-3-((4-(4-fluorophenyl)thiazol-2-yl)(methyl)amino)imidazo[1,2-a]pyridin-6-yl)piperazin-1-yl)acetic acid